(P)-2-[4-[4-(aminomethyl)-1-oxo-2H-phthalazin-6-yl]-2-methyl-pyrazol-3-yl]-4-chloro-3-fluoro-naphthalene-1-carbonitrile NCC1=NNC(C2=CC=C(C=C12)C1=C(N(N=C1)C)C1=C(C2=CC=CC=C2C(=C1F)Cl)C#N)=O